CC1=NN2C(N=C(C=C2C)N)=C1N 2,7-dimethylpyrazolo[1,5-a]pyrimidine-3,5-diamine